C(#N)[C@H](C[C@@H]1C(NCCC1)=O)NC(=O)[C@@H]1N([C@H]2CC([C@@H]1CC2)(F)F)C([C@H](CC2CC2)NC=2C=NN(C2)C)=O (1R,3R,4R)-N-((S)-1-cyano-2-((R)-2-oxopiperidin-3-yl)ethyl)-2-((S)-3-cyclopropyl-2-((1-methyl-1H-pyrazol-4-yl)amino)propanoyl)-5,5-difluoro-2-azabicyclo[2.2.2]octane-3-carboxamide